8-(4-dimethylaminophenyl)-2-(4-(benzyloxy)phenyl)-5,7-dimethoxy-4H-chromen-4-one CN(C1=CC=C(C=C1)C=1C(=CC(=C2C(C=C(OC12)C1=CC=C(C=C1)OCC1=CC=CC=C1)=O)OC)OC)C